O(O)O.[Al] aluminum oxyhydroxide salt